N-(4-bromo-3-(cyclopropylmethoxy)phenyl)-5-methyl-1-(tetrahydro-2H-pyran-2-yl)-1H-pyrazol-3-amine BrC1=C(C=C(C=C1)NC1=NN(C(=C1)C)C1OCCCC1)OCC1CC1